NC1=C(C=CC(=C1)Cl)C1=CC(=CC(=C1)C(=O)NC1=CC(=C(C=C1)F)F)C1=CC=C(C=C1)S(N)(=O)=O amino-4-chloro-N-(3,4-difluorophenyl)-4''-sulfamoyl-[1,1':3',1''-terphenyl]-5'-carboxamide